C1(CC1)N1N=NC2=C1C=CC(=C2)C2=NN(C(=C2)C2=CC=C(C=C2)F)CC2=CC=C(C(=O)NO)C=C2 4-{[3-(1-cyclopropyl-1H-benzo[d][1,2,3]triazol-5-yl)-5-(4-fluorophenyl)-1H-pyrazol-1-yl]methyl}-N-hydroxybenzamide